FC1(CN(C1)C(\C=C\C(F)(F)F)=O)C(=O)N1CCC(CC1)N1N=CC(=C1C)C=1C=C(C=2N(C1)N=CC2C#N)OC (E)-6-(1-(1-(3-fluoro-1-(4,4,4-trifluorobut-2-enoyl)azetidine-3-carbonyl)piperidin-4-yl)-5-methyl-1H-pyrazol-4-yl)-4-methoxypyrazolo[1,5-a]pyridine-3-carbonitrile